7-iodo-5-methyl-7H,8H,9H-pyrazino[2,3-b]azepin-6-one IC1CCC2=C(N(C1=O)C)N=CC=N2